[3-13C]Lactic acid C(C(O)[13CH3])(=O)O